C(CCCCCCCCCCCCCCCCCCC)OCCCCCCCCCCCCCCCCCCCCCCCCCCCCCC n-eicosyltriacontyl ether